3-(piperazin-1-yl)-N-[4-(trifluoromethyl)phenyl]pyridin-2-amine N1(CCNCC1)C=1C(=NC=CC1)NC1=CC=C(C=C1)C(F)(F)F